[NH+]1=CC=CC=C1.[O-]C1=CC=CC=C1 phenoxide, pyridinium salt